ClC=1C(=C(C=CC1)S(=O)(=O)C=1N=NC=2CCCCC2C1C1=NOCC(N1)CC1=C(C=C(C=C1)C)Cl)F 3-[(3-Chloro-2-fluorophenyl)sulfonyl]-4-[5-(2-chloro-4-methylbenzyl)-5,6-dihydro-4H-1,2,4-oxadiazin-3-yl]-5,6,7,8-tetrahydrocinnoline